BrC1=C(C=CC(=C1)I)CC#N 2-(2-bromo-4-iodophenyl)acetonitrile